ClC1=C(C(=O)NCC(=O)N[C@@H](CC(C)C)B2OC([C@H](O2)[C@H](C(=O)OC)NC)=O)C=C(C=C1)Cl methyl (R)-2-((R)-2-((R)-1-(2-(2,5-dichlorobenzamido) acetamido)-3-methylbutyl)-5-oxo-1,3,2-dioxaborolan-4-yl)-2-(methylamino)acetate